OCCCC1(C2=CC=CC=C2C=2C=CC=CC12)CCCO 9,9-bis(3-hydroxypropyl)fluorene